C(#N)C=1C(=CN=NC1)C1=CC(=NC(=C1)S(=O)(=O)C)NC1=CC(=NC=C1C1=CC=C2C(=N1)OCC(O2)(C)C)NC(C)=O N-(4-((4-(5-cyanopyridazin-4-yl)-6-(methylsulfonyl)pyridin-2-yl)amino)-5-(2,2-dimethyl-2,3-dihydro-[1,4]dioxino[2,3-b]pyridin-6-yl)pyridin-2-yl)acetamide